Methyl 4-(3,4-difluorophenoxy)-2-nitrobenzoate Methyl-4-fluoro-2-nitrobenzoate COC(C1=C(C=C(C=C1)F)[N+](=O)[O-])=O.FC=1C=C(OC2=CC(=C(C(=O)OC)C=C2)[N+](=O)[O-])C=CC1F